C1(CCC1)C1=NC(=NO1)C=1C=C2CC[C@H](C2=CC1)NC(=O)C=1C=NN(C1)CCO (R)-N-(5-(5-cyclobutyl-1,2,4-oxadiazol-3-yl)-2,3-dihydro-1H-inden-1-yl)-1-(2-hydroxyethyl)-1H-pyrazole-4-carboxamide